bis(γ-trimethoxysilylpropyl)amine CO[Si](CCCNCCC[Si](OC)(OC)OC)(OC)OC